4-Biphenyl-3-yl-6-(3-bromo-phenyl)-2-p-tolyl-pyrimidine C1(=CC(=CC=C1)C1=NC(=NC(=C1)C1=CC(=CC=C1)Br)C1=CC=C(C=C1)C)C1=CC=CC=C1